tert-butyl N-methyl-N-{[3-({5H,6H,7H,8H-pyrido[3,4-d]pyrimidin-2-yl}amino)phenyl]methyl}carbamate CN(C(OC(C)(C)C)=O)CC1=CC(=CC=C1)NC=1N=CC2=C(N1)CNCC2